tert-butyl 4-((1-(2-fluoro-6-methoxy-4-(2-methyl-1-oxo-1,2-dihydro-2,7-naphthyridin-4-yl)benzyl)piperidin-4-yl)oxy)piperidine-1-carboxylate FC1=C(CN2CCC(CC2)OC2CCN(CC2)C(=O)OC(C)(C)C)C(=CC(=C1)C1=CN(C(C2=CN=CC=C12)=O)C)OC